C(C)(C)OC=1C=CC(=C(NC=2C=CC(=NC2)NC(=O)C2=CC=C(C(=O)OC)C=C2)C1)[N+](=O)[O-] methyl 4-[[5-(5-isopropoxy-2-nitro-anilino)-2-pyridyl]carbamoyl]benzoate